C(C)(C)(C)OC(=O)N(C(OC(C)(C)C)=O)C1=NC=NC(=C1CC(OC)OC)C=1C=NN(C1)[C@H](CC#N)C1CCCC1 tert-Butyl (R)-(tert-butoxycarbonyl)(6-(1-(2-cyano-1-cyclopentylethyl)-1H-pyrazol-4-yl)-5-(2,2-dimethoxyethyl)pyrimidin-4-yl)carbamate